(2S,4r)-N-[2-(2-amino-4-pyridinyl)ethyl]-1-[(2S)-2-(4-cyclopropyltriazol-1-yl)-3,3-dimethyl-butyryl]-4-hydroxy-pyrrolidine-2-carboxamide NC1=NC=CC(=C1)CCNC(=O)[C@H]1N(C[C@@H](C1)O)C([C@H](C(C)(C)C)N1N=NC(=C1)C1CC1)=O